N1=CC(=CC=C1)NC(N)=O 3-(pyridin-3-yl)urea